1-(5-(Isopropylthio)-4-(4-(Trifluoromethyl)Piperidin-1-yl)Thiazol-2-yl)-3-Methyl-1H-Pyrazole-5-Carboxylic Acid C(C)(C)SC1=C(N=C(S1)N1N=C(C=C1C(=O)O)C)N1CCC(CC1)C(F)(F)F